NCCOCCOCCOCCOCCC(=O)NCC1=CC=C(C=C1)C=1N=NC(=NN1)C 1-amino-N-{[4-(6-methyl-1,2,4,5-tetrazin-3-yl)phenyl]methyl}-3,6,9,12-tetraoxapentadecan-15-amide